(R)-3-(6-chloro-2-((S)-3-fluoropyrrolidine-1-carbonyl)-1,2,3,4-tetrahydroisoquinolin-8-yl)morpholine-4-carboxylic acid tert-butyl ester C(C)(C)(C)OC(=O)N1[C@@H](COCC1)C=1C=C(C=C2CCN(CC12)C(=O)N1C[C@H](CC1)F)Cl